FC(C1CC(N(CC1)S(=O)(=O)C1=CC=C(C)C=C1)C1=C(CNC2=C(NC=C2)C(=O)OCC)C=CC=C1)F ethyl 3-((2-(4-(difluoromethyl)-1-p-toluenesulfonylpiperidin-2-yl) benzyl) amino)-1H-pyrrole-2-carboxylate